CC1=NC(=CC(=C1)C=1C=2N(C(=NC1C1=CC=C(C=C1)F)N)N=C(N2)CC2=NC=CC=C2OC)C 8-(2,6-dimethylpyridin-4-yl)-7-(4-fluorophenyl)-2-((3-methoxypyridin-2-yl)methyl)-[1,2,4]triazolo[1,5-c]pyrimidin-5-amine